Cl.O1C(=CC=C1)CC=1N=C(C2=C(N1)NC=C2)N [(furan-2-yl)methyl]-7H-pyrrolo[2,3-d]pyrimidin-4-amine hydrochloride